Methyl (2S,3R)-3-hydroxypyrrolidine-2-carboxylate O[C@H]1[C@H](NCC1)C(=O)OC